BrCC#CC1=C(C=C(C=C1)Cl)C1=C2C(=NC=C1)C(=CS2)C(=O)OC methyl 7-(2-(3-bromoprop-1-yn-1-yl)-5-chlorophenyl)thieno[3,2-b]pyridine-3-carboxylate